FC1=C(C(=CC=C1OC)C1=CN=NC=C1)CN (2-fluoro-3-methoxy-6-(pyridazin-4-yl)phenyl)methanamine